NC1=NC=CC=C1C1=NC=2C(=NC(=CC2)C2=CC=CC=C2)N1C1=CC(=C(C=C1)C1CN(C1)C(=O)OC(C)(C)C)F tert-butyl 3-[4-[2-(2-amino-3-pyridyl)-5-phenyl-imidazo[4,5-b]pyridin-3-yl]-2-fluoro-phenyl]azetidine-1-carboxylate